N1=CC=C(C=C1)N[C@@H](C)C(=O)O 4-Pyridyl-alanine